BrC=1N=C(SC1)[C@H]([C@@H](C(=O)O)NC(=O)OC(C)(C)C)N1CC(C1)OC (2S,3S)-3-(4-bromo-1,3-thiazol-2-yl)-2-[(tert-butoxycarbonyl)amino]-3-(3-methoxyazetidin-1-yl)propanoic acid